FC(C(=O)O)(F)F.OB(C1=CC=C(C=C1)CN1C=NC2=C1C=C(C=C2)C(=O)O)O 1-((4-(dihydroxyboranyl)phenyl)methyl)-1,3-benzodiazole-6-carboxylic acid trifluoroacetic acid salt